4-[6-chloro-2-(ethylsulfanyl)-5-methoxypyrimidin-4-yl]-1lambda6-thiomorpholine-1,1-dione ClC1=C(C(=NC(=N1)SCC)N1CCS(CC1)(=O)=O)OC